C(CCCCC)(=O)NC=1C=2N=CN([C@H]3[C@H](O)[C@H](O)[C@@H](CO)O3)C2N=CN1 N6-hexanoyladenosine